7-benzyl-5-(furan-2-yl)-8,8-dimethyl-4-nicotinoyl-2,3,4,5,7,8-hexahydropyrrolo[3,4-e][1,4]diazepin-6(1H)-one C(C1=CC=CC=C1)N1C(C=2NCCN(C(C2C1=O)C=1OC=CC1)C(C1=CN=CC=C1)=O)(C)C